(8aR,12aS)-11-(3-(2-methoxyphenethyl)propyl)-4-methyl-4,5,6,7,8a,9,10,11,12,12a-decahydro-[1,4]diazepino[3,2,1-hi]pyrido[4,3-b]indole COC1=C(CCCCCN2C[C@H]3[C@H](N4C5=C(C=CC=C35)N(CCC4)C)CC2)C=CC=C1